Methyl 5-bromo-2-methyl-benzoate BrC=1C=CC(=C(C(=O)OC)C1)C